Naphthalene-2-sulfonic acid [3-(4-amino-7-methyl-7H-pyrrolo[2,3-d]pyrimidin-5-yl)-2-fluoro-phenyl]-amide NC=1C2=C(N=CN1)N(C=C2C=2C(=C(C=CC2)NS(=O)(=O)C2=CC1=CC=CC=C1C=C2)F)C